OC(/C=C/C1=CC=C(C#N)C=C1)([2H])[2H] 4-[(1E)-3-hydroxy(3,3-2H2)Prop-1-en-1-yl]Benzonitrile